C(=O)O.C(=O)O.C(C=C)=O prop-2-en-1-one diformate